2-(2'-hydroxy-5'-t-octyl-phenyl)benzotriazole OC1=C(C=C(C=C1)C(C)(C)CC(C)(C)C)N1N=C2C(=N1)C=CC=C2